[Pt].[Ta].[Ti] titanium-tantalum-platinum